N1C=NC=C1\C=C\1/C(NC2=CC(=CC=C12)NC(=O)NC1=CC(=C(C=C1)C(F)(F)F)Cl)=O (Z)-1-(3-((1H-imidazol-5-yl)methylene)-2-oxindol-6-yl)-3-(3-chloro-4-(trifluoromethyl)phenyl)urea